5-[4-(4-fluoro-2-methoxybenzoyl)aminophenyl]-1H-naphtho[1,2-b][1,4]diazepine-2,4(3H,5h)-dione FC1=CC(=C(C(=O)NC2=CC=C(C=C2)N2C3=C(NC(CC2=O)=O)C2=CC=CC=C2C=C3)C=C1)OC